C(#N)C(C)P(OCC)(OCC)=O diethyl 1-cyanoethylphosphonate